C(#N)C1=C(C=C(C=C1)Br)N(C(C(=C)C)=O)C N-(2-cyano-5-bromophenyl)-N-methyl-methacrylamide